3-carbamoyl-1-((((2,6-diisopropylphenoxy)carbonyl)oxy)methyl)pyridin-1-ium chloride [Cl-].C(N)(=O)C=1C=[N+](C=CC1)COC(=O)OC1=C(C=CC=C1C(C)C)C(C)C